1-(2,2-dimethylpropyl)-4-(4,4,5,5-tetramethyl-1,3,2-dioxaborolan-2-yl)pyrazole CC(CN1N=CC(=C1)B1OC(C(O1)(C)C)(C)C)(C)C